FC1=C(CC2(CCC2)CNC(=O)C2=NN=CN2)C=CC(=C1)F N-((1-(2,4-difluorobenzyl)cyclobutyl)methyl)-4H-1,2,4-triazole-3-carboxamide